O[C@@H]1C[C@@H](CCC1)C(=O)O (1R,3S)-3-hydroxycyclohexanecarboxylic acid